ClC1=C(C=CC(=C1Cl)C1=C(N=C(S1)C=1OC(=NN1)C(C)(C)O)C(=O)N1[C@H](CCCC1)C)S(=O)(=O)N[C@H](C(F)(F)F)C 2,3-dichloro-4-(2-(5-(2-hydroxypropan-2-yl)-1,3,4-oxadiazol-2-yl)-4-((S)-2-methylpiperidine-1-carbonyl)thiazol-5-yl)-N-((S)-1,1,1-trifluoropropan-2-yl)benzenesulfonamide